2-(1H-pyrazol-4-yl)-9H-pyrrolo[2,3-b:5,4-c']dipyridine N1N=CC(=C1)C1=CC=C2C(=N1)NC1=CN=CC=C12